O1C(=CC=C1)C1=C(C=C(C=C1)C(F)(F)F)NS(=O)(=O)C=1C=C(C(=O)O)C=CC1OC 3-(N-(2-(furan-2-yl)-5-(trifluoromethyl)phenyl)sulfamoyl)-4-methoxybenzoic acid